C(C)(C)C1=NN(C(=C1)S(=O)(=O)Cl)C 3-isopropyl-1-methyl-1H-pyrazole-5-sulfonyl chloride